(2-(1,3-dimethyl-2,6-dioxo-1,2,3,6-tetrahydro-7H-purin-7-yl)ethoxy)-3-methoxybenzoic acid CN1C(N(C=2N=CN(C2C1=O)CCOC1=C(C(=O)O)C=CC=C1OC)C)=O